triisobutylzirconium C(C(C)C)[Zr](CC(C)C)CC(C)C